C(=C)C1COC1 3-vinyl-oxetane